P(=O)(O)(O)OC[C@@H]1[C@H](C[C@@H](O1)N1C=NC=2C(=O)NC(N)=NC12)O deoxy-guanosine-monophosphate